CC1=C(C(=NC=C1)OC(F)(F)F)C(=O)OC methyl 4-methyl-2-(trifluoromethoxy)pyridine-3-carboxylate